C1(CC1)C(=O)N1CC2N(C=3N(C(N=C(C3)OCC3=CC(=C(C=C3)F)F)=O)C2)CC1 2-(Cyclopropanecarbonyl)-7-((3,4-difluorobenzyl)oxy)-3,4,11,11a-tetrahydro-1H-pyrazino[1',2':3,4]imidazo[1,2-c]pyrimidin-9(2H)-one